5-chloro-N-(2,2-difluoro-1-(4-fluorophenyl)ethyl)-N-methylthiophene-2-sulfonamide ClC1=CC=C(S1)S(=O)(=O)N(C)C(C(F)F)C1=CC=C(C=C1)F